5-[6-(4,4-difluorobutoxy)-1-fluoro-3-hydroxynaphthalen-2-yl]-1λ6,2,5-thiadiazolidine-1,1,3-trione FC(CCCOC=1C=C2C=C(C(=C(C2=CC1)F)N1CC(NS1(=O)=O)=O)O)F